N-(6-(4-cyanophenyl)thiazolo[4,5-b]pyrazin-2-yl)-1-(2-methoxyphenyl)-1H-imidazole-5-carboxamide C(#N)C1=CC=C(C=C1)C=1N=C2C(=NC1)N=C(S2)NC(=O)C2=CN=CN2C2=C(C=CC=C2)OC